5-bromo-1,3-difluoro-2-(trifluoromethyl)benzene BrC=1C=C(C(=C(C1)F)C(F)(F)F)F